FC=1C=C2C=NN(C2=CC1C=1C=2C(=NN(C2C=CC1)CC(=O)NCC(=O)NCC(=O)OC)I)C methyl 2-[2-(2-{5'-fluoro-3-iodo-1'-methyl-[4,6'-biindazol]-1-yl}acetamido)acetamido]acetate